(4-(1H-pyrazol-1-yl)piperidin-1-yl)(6-((1-methyl-1H-benzo-[d]imidazol-2-yl)methoxy)-4-(piperidine-1-carbonyl)-quinolin-2-yl)methanone N1(N=CC=C1)C1CCN(CC1)C(=O)C1=NC2=CC=C(C=C2C(=C1)C(=O)N1CCCCC1)OCC1=NC2=C(N1C)C=CC=C2